BrC1=C2CN(C(C2=CC(=C1)F)=O)C 4-bromo-6-fluoro-2-methyl-3H-isoindol-1-one